C(C)(=O)OCCCC=CC 4-hexen-1-ol (4e)-acetate